6'-(propane-1,3-diylbis(5-carbamoyl-4-methoxy-1H-benzo[d]imidazole-1,2-diyl))bis(3-chlorobenzoic acid) C(CCN1C(=NC2=C1C=CC(=C2OC)C(N)=O)C2=C(C(=O)O)C=CC=C2Cl)N2C(=NC1=C2C=CC(=C1OC)C(N)=O)C1=C(C(=O)O)C=CC=C1Cl